Cl.NC\C=C(\CN1N=NC2=C1C=C(C=C2C=2C=NC=C(C2)Cl)C#N)/F (Z)-1-(4-amino-2-fluorobut-2-en-1-yl)-4-(5-chloropyridin-3-yl)-1H-benzo[d][1,2,3]triazole-6-carbonitrile hydrochloride